6-chloro-3-(((R)-1-(2-cyano-3-((((S)-2,2-difluoro-1-methylcyclopropyl)methyl)amino)-7-methylquinoxalin-5-yl)ethyl)amino)picolinic acid ClC1=CC=C(C(=N1)C(=O)O)N[C@H](C)C1=C2N=C(C(=NC2=CC(=C1)C)C#N)NC[C@]1(C(C1)(F)F)C